FC(S(=O)(=O)OCC)(F)F ethyl trifluoromethanesulphonate